OCC1(CC1)N (1-hydroxymethyl-cyclopropyl)-amine